NC1(CCN(CC1)C=1N=C(C2=C(N1)N(C=C2C2=C(C1=CN(N=C1C=C2)C2CC2)Cl)COCC[Si](C)(C)C)C#N)C2=CC=CC=C2 2-(4-amino-4-phenylpiperidin-1-yl)-5-(4-chloro-2-cyclopropyl-2H-indazole-5-yl)-7-((2-(trimethylsilyl)ethoxy)methyl)-7H-pyrrolo[2,3-d]pyrimidine-4-carbonitrile